tert-Butyl (5S,8S,11S)-8-(2-(tert-butoxy)-2-oxoethyl)-11-((4-methoxyphenyl)carbamoyl)-5-(naphthalen-2-ylmethyl)-3,6,9-trioxo-1-phenyl-2-oxa-4,7,10-triazatetradecan-14-oate C(C)(C)(C)OC(C[C@H](NC([C@@H](NC(OCC1=CC=CC=C1)=O)CC1=CC2=CC=CC=C2C=C1)=O)C(N[C@@H](CCC(=O)OC(C)(C)C)C(NC1=CC=C(C=C1)OC)=O)=O)=O